C(#N)CCCC(C)(N(P([O-])[O-])C(C)C)[C@@H]1[C@H](O[C@H]([C@@H]1OC([2H])([2H])[2H])N1C(NC(C=C1)=O)=O)OCP(=O)(OCC)OCC 2-cyanoethyl((2R,3S,4R,5R)-2-((diethoxyphosphoryl)methoxy)-5-(2,4-dioxo-3,4-dihydropyrimidine-1(2H)-yl)-4-(methoxy-d3)tetrahydrofuran-3-yl)diisopropylphosphoramidite